O[C@]1([C@@H](CCC1)N1C(C(=CC2=C1N=C(N=C2)NC2(C(CN(CC2([2H])[2H])S(=O)(=O)C)([2H])[2H])[2H])C([2H])([2H])[2H])=O)C (-)-8-((1R,2R)-2-hydroxy-2-methylcyclopentyl)-6-(methyl-d3)-2-((1-(methylsulfonyl)piperidin-4-yl-3,3,4,5,5-d5)amino)pyrido[2,3-d]pyrimidin-7(8H)-one